COC(C(S(=O)(=O)F)(F)F)=O 2,2-difluoro-2-fluorosulfonyl-acetic acid methyl ester